C(CCC)C1(C=CC=C1)[Zr](N(CC)CC)(N(CC)CC)N(CC)CC (n-butylcyclopentadienyl)tris(diethylamino)zirconium